C(C1=CC=CC=C1)OC=1C(=C2CC[C@](OC2=C(C1C)C)(CC\C=C(\CC\C=C(\CCC=C(C)C)/C)/C)C)C (R)-6-(Benzyloxy)-2,5,7,8-tetramethyl-2-((3E,7E)-4,8,12-trimethyltrideca-3,7,11-trien-1-yl)chromane